4-Butyl-3-(4-fluorophenyl)-5-methyl-1-phenyl-N-((S)-1-phenylethyl)-4,5-dihydro-1H-pyrazole-5-carboxamide C(CCC)C1C(=NN(C1(C(=O)N[C@@H](C)C1=CC=CC=C1)C)C1=CC=CC=C1)C1=CC=C(C=C1)F